(3-mercaptopropyl)dimethoxymethylsilane SCCC[SiH2]C(OC)OC